BrC1=NC=C(C=C1N[C@H](C)C1=CC=C(S1)C(=O)N[C@H](C(=O)NC1CC1)CC1CCCC1)Cl (2S)-2-({5-[(1R)-1-[(2-bromo-5-chloropyridin-3-yl)amino]ethyl]thiophen-2-yl}formamido)-3-cyclopentyl-N-cyclopropylpropanamide